N-(4-((7-(2-hydroxyethoxy)-6-methoxyquinazolin-4-yl)oxy)phenyl)-2-(4-isopropyl-1H-1,2,3-triazol-1-yl)acetamide OCCOC1=C(C=C2C(=NC=NC2=C1)OC1=CC=C(C=C1)NC(CN1N=NC(=C1)C(C)C)=O)OC